COC1=C2C=CC(OC2=CC=C1)(C)C 5-methoxy-2,2-dimethyl-2H-chromen